5-(4-hydroxy-4-(hydroxymethyl)piperidin-1-yl)-1-methyl-1H-indazol OC1(CCN(CC1)C=1C=C2C=NN(C2=CC1)C)CO